[N+](=O)([O-])C=1C=C(C=CC1)N1CCOCC1 4-(3-nitrophenyl)-morpholine